NC1=C(C=C(C=C1)N1CCC(CC1)N1CCN(CC1)S(=O)(=O)C)NC(OC(C)(C)C)=O tert-butyl (2-amino-5-(4-(4-(methylsulfonyl)piperazin-1-yl)piperidin-1-yl)phenyl)carbamate